Cl.Cl.N[C@@H](COC1=CC=NC=C1C(=O)OCC)CC1=CC=CC=C1 Ethyl (R)-4-(2-amino-3-phenylpropoxy)nicotinate dihydrochloride